N-(5-amino-6-oxo-7,8-dihydrocyclopenta[g][1,3]benzodioxol-7-yl)acetamide NC1=CC2=C(OCO2)C2=C1C(C(C2)NC(C)=O)=O